N-((1R,3r,5S,6r)-3-(5-chloro-1H-indazol-7-yl)-3-hydroxybicyclo[3.1.0]hexan-6-yl)benzamide ClC=1C=C2C=NNC2=C(C1)C1(C[C@H]2C([C@H]2C1)NC(C1=CC=CC=C1)=O)O